C(#N)C1=CC=C(C=C1)C1=CC=C2C(=C(N3C(C2=C1)=NC=N3)C(=O)OC)O methyl 9-(4-cyanophenyl)-6-hydroxy-[1,2,4]triazolo[5,1-a]isoquinoline-5-carboxylate